N1(CCNCC1)CC1CCC2(CCN(CC2)C(=O)C2=CC=C(C=C2)C2CNCCC2)CC1 3-(4-(9-(piperazin-1-ylmethyl)-3-azaspiro[5.5]undecan-3-carbonyl)phenyl)piperidine